C1(=CC(=CC=C1)C=1C=CC2=C(C1)C=1N=CN=C(C1O2)C2=CC(=CC=C2)C2=CC=CC1=C2SC2=C1C=CC=C2)C2=CC=C(C=C2)C2=CC=CC=C2 8-(p-terphenyl-3-yl)-4-[3-(dibenzothiophen-4-yl)phenyl]-[1]benzofuro[3,2-d]pyrimidine